Cl.OCC(N)(CO)CO trishydroxymethyl-aminomethane-HCl